diphenyl-(4-t-butylphenyl)sulfonium C1(=CC=CC=C1)[S+](C1=CC=C(C=C1)C(C)(C)C)C1=CC=CC=C1